C1(CC1)OC[C@H](C(N[C@@H](CCCC1=CC=CC=C1)B1O[C@@]2([C@H](O1)C[C@H]1C([C@@H]2C1)(C)C)C)=O)NC(OC)=O methyl ((R)-3-cyclopropoxy-1-oxo-1-(((R)-4-phenyl-1-((3aS,4S,6S,7aR)-3a,5,5-trimethylhexahydro-4,6-methanobenzo[d][1,3,2]dioxaborol-2-yl)butyl)amino)propan-2-yl)carbamate